1-(6-methyl-3-((4-(trifluoromethyl)phenyl)amino)pyridin-2-yl)piperidine-4-carboxylic acid CC1=CC=C(C(=N1)N1CCC(CC1)C(=O)O)NC1=CC=C(C=C1)C(F)(F)F